dichloromethyloctylsilane ClC(Cl)[SiH2]CCCCCCCC